C1(CC1)C1=CN=C(N=N1)N[C@@H]1C[C@H](CC1)N (1S,3S)-N-(6-Cyclopropyl-1,2,4-triazin-3-yl)cyclopentane-1,3-diamine